(R)-piperidine-3-carbamic acid tert-butyl ester C(C)(C)(C)OC(N[C@H]1CNCCC1)=O